5-bromo-1,1,6-trimethyl-3H-2-benzofuran BrC1=CC2=C(C(OC2)(C)C)C=C1C